N1(N=CN=C1)C1=C(C=CC(=C1)C(F)(F)F)NC(C(C)(C)N1N=CC(=C1)I)=O N-(2-(1H-1,2,4-triazol-1-yl)-4-(trifluoromethyl)phenyl)-2-(4-iodo-1H-pyrazole-1-yl)-2-methylpropanamide